6-[8-[[1-[2-(Dimethylamino)ethyl]-4,8-difluoro-6,7-dihydro-5H-cyclopenta[f]benzotriazol-6-yl]methyl]-2-oxo-1-oxa-3,8-diazaspiro[4.5]decan-3-yl]-4H-pyrazino[2,3-b][1,4]oxazin-3-one CN(CCN1N=NC2=C1C(=C1C(=C2F)CC(C1)CN1CCC2(CN(C(O2)=O)C2=NC3=C(OCC(N3)=O)N=C2)CC1)F)C